N-(2-ethylhexyl)-methylaminobenzoate C(C)C(CN(C)C1=C(C(=O)[O-])C=CC=C1)CCCC